trans-isopropyl N-[4-[5-[2-(tert-butylsulfamoyl)-4-[(4-hydroxyphenyl)methylcarbamoylamino]phenyl]thiazol-2-yl]cyclohexyl]carbamate C(C)(C)(C)NS(=O)(=O)C1=C(C=CC(=C1)NC(NCC1=CC=C(C=C1)O)=O)C1=CN=C(S1)[C@@H]1CC[C@H](CC1)NC(OC(C)C)=O